methyl 5-(benzhydrylideneamino)-2-[hydroxy-[1-(2-trimethylsilylethoxymethyl)benzo[g]indol-3-yl]methyl]thiazole-4-carboxylate C(C1=CC=CC=C1)(C1=CC=CC=C1)=NC1=C(N=C(S1)C(C1=CN(C2=C3C(=CC=C12)C=CC=C3)COCC[Si](C)(C)C)O)C(=O)OC